(3S,3aS,6aR)-2-[(2S,3R)-3-(1-methylcyclopropoxy)-2-[(2,2,2-trifluoroacetyl)amino]butanoyl]-3,3a,4,5,6,6a-hexahydro-1H-cyclopenta[c]pyrrole-3-carboxylic acid CC1(CC1)O[C@@H]([C@@H](C(=O)N1C[C@H]2[C@@H]([C@H]1C(=O)O)CCC2)NC(C(F)(F)F)=O)C